ClC1=NC=C(C(=N1)NCC1=CC=C(C=C1)C=1N(N=C(N1)C(F)(F)F)C)N 2-Chloro-N4-([4-[2-methyl-5-(trifluoromethyl)-1,2,4-triazol-3-yl]phenyl]methyl)pyrimidine-4,5-diamine